ClC=1C=C2C(C(=CN(C2=CC1N1[C@H](CCC1)COC1=NC=CC=C1Cl)C1=NC=C(N=C1)CO)C(=O)O)=O (R)-6-chloro-7-(2-(((3-chloropyridin-2-yl)oxy)methyl)pyrrolidin-1-yl)-1-(5-(hydroxy-methyl)pyrazin-2-yl)-4-oxo-1,4-dihydroquinoline-3-carboxylic acid